(2S,4r)-1-[(2S)-2-(4-cyclopropyl-triazol-1-yl)-3,3-dimethyl-butyryl]-4-hydroxy-N-[[3-(3-oxopiperazin-1-yl)sulfonylphenyl]methyl]pyrrolidine-2-carboxamide C1(CC1)C=1N=NN(C1)[C@H](C(=O)N1[C@@H](C[C@H](C1)O)C(=O)NCC1=CC(=CC=C1)S(=O)(=O)N1CC(NCC1)=O)C(C)(C)C